ClC=1C(=CC(=C(C(=O)NS(=O)(=O)N2[C@H](CCCC2)C)C1)F)OCC1CCCC1 (S)-5-chloro-4-(cyclopentylmethoxy)-2-fluoro-N-((2-methylpiperidin-1-yl)sulfonyl)benzamide